NC1=NC=CC(=N1)C1=C(N=C(S1)C1NCCOC1)C=1C(=C(C=CC1)NS(=O)(=O)C1=C(C=CC(=C1)F)F)F N-{3-[5-(2-aminopyrimidin-4-yl)-2-morpholin-3-yl-thiazol-4-yl]-2-fluorophenyl}-2,5-difluorobenzenesulfonamide